4-(2-chlorobenzyloxy)3-(pyridin-3-ylamino)benzo[d]isoxazole ClC1=C(COC2=CC=CC3=C2C(=NO3)NC=3C=NC=CC3)C=CC=C1